C(CCCCCCCCCCC)[NH-] dodecanyl-amide